4-chloro-7-cyclopropyl-5-methoxy-1-(o-tolyl)quinazolin-2(1H)-one ClC1=NC(N(C2=CC(=CC(=C12)OC)C1CC1)C1=C(C=CC=C1)C)=O